BrC1=C(C=CC2=C1C=C(O2)C(=O)N)N2CCN(CC2)CC2=CC(=CC=C2)OC(F)(F)F 4-bromo-5-[4-(3-trifluoromethoxy-benzyl)-piperazin-1-yl]-benzofuran-2-carboxylic acid amide